C(#N)[C@@H]1C[C@@H](CC1)N(C(=O)[C@H]1OCCN1S(=O)(=O)C1=CC=C(C)C=C1)CC1=CC=C(C=C1)C |o1:2,4,&1:10| (2RS)-N-((1R*,3S*)-3-Cyanocyclopentyl)-N-(4-methylbenzyl)-3-tosyloxazolidine-2-carboxamide